N-methyl-oleic acid amide CNC(CCCCCCC\C=C/CCCCCCCC)=O